NC1=NN(C=2C1=NC(=CC2CO)Cl)COCC[Si](C)(C)C (3-amino-5-chloro-1-((2-(trimethylsilyl)ethoxy)methyl)-1H-pyrazolo[4,3-B]pyridin-7-yl)methanol